NC1=C(C=CC=C1)S(=O)(=O)OC1=CC=CC=C1 Phenyl 2-aminobenzenesulfonate